5-[4-[3-[2-(1-piperidinyl)ethoxy]pyrrolidin-1-yl]pyrrolo[2,1-f][1,2,4]triazin-6-yl]pyrimidine-2,4-diol N1(CCCCC1)CCOC1CN(CC1)C1=NC=NN2C1=CC(=C2)C=2C(=NC(=NC2)O)O